1-(4-((5-chloro-4-(1-(4-fluorobenzoyl)-2,5-dihydro-1H-pyrrol-3-yl)pyrimidin-2-yl)amino)piperidin-1-yl)ethan-1-one ClC=1C(=NC(=NC1)NC1CCN(CC1)C(C)=O)C=1CN(CC1)C(C1=CC=C(C=C1)F)=O